3-((5-chloro-3-(hydroxymethyl)pyridin-2-yl)methyl)-1-((2-(trimethylsilyl)ethoxy)methyl)-1H-pyrrolo[2,3-b]pyridin-2(3H)-one ClC=1C=C(C(=NC1)CC1C(N(C2=NC=CC=C21)COCC[Si](C)(C)C)=O)CO